4-(3-Chloroanilino)-6'-formyl-2'-[(2R)-2-methyl-3-{[(5R)-5-methyl-5,6,7,8-tetrahydroquinolin-4-yl]oxy}propyl]-2',3'-dihydrospiro[cyclohexane-1,1'-indene]-4-carboxylic acid ClC=1C=C(NC2(CCC3(C(CC4=CC=C(C=C34)C=O)C[C@H](COC3=CC=NC=4CCC[C@H](C34)C)C)CC2)C(=O)O)C=CC1